methyltridecaldehyde CC(C=O)CCCCCCCCCCC